2-allyl 6-(tert-butyl) 7-hydroxy-2,6-diazaspiro[3.4]octane-2,6-dicarboxylate OC1N(CC2(CN(C2)C(=O)OCC=C)C1)C(=O)OC(C)(C)C